(1-(1H-indol-3-yl)hexan-2-yl)-6-(4-hydroxypiperidin-1-yl)benzo[b]thiophene-2-carboxamide N1C=C(C2=CC=CC=C12)CC(CCCC)C=1C2=C(SC1C(=O)N)C=C(C=C2)N2CCC(CC2)O